C(C=C)(=O)N[C@H]1[C@@H](CCC1)NC(=O)C=1SC=2N=CC=C3N(C(NC1C23)=O)C=2C(=NC(=CC2)OC2=CC=CC=C2)C |r| N-((1RS,2RS)-2-acrylamidocyclopentyl)-5-(2-methyl-6-phenoxypyridin-3-yl)-4-oxo-4,5-dihydro-3H-1-thia-3,5,8-triazaacenaphthylene-2-carboxamide